biscyclopentadienyl-zirconium dichloride [Cl-].[Cl-].C1(C=CC=C1)[Zr+2]C1C=CC=C1